4-[[(2S)-5-[[(1R,2S)-2-(4-Fluorophenyl)cyclopropyl]amino]-1-(4-hydroxypiperidin-1-yl)-1-oxopentan-2-yl]carbamoyl]benzoic acid FC1=CC=C(C=C1)[C@H]1[C@@H](C1)NCCC[C@@H](C(=O)N1CCC(CC1)O)NC(=O)C1=CC=C(C(=O)O)C=C1